FC=1C=C2CCNC(C2=CC1[N+](=O)[O-])=O 6-fluoro-7-nitro-3,4-dihydroisoquinolin-1(2H)-one